N(=NC(C)(C)C=1N(CCN1)CCO)C(C)(C)C=1N(CCN1)CCO 2,2'-azobis{2-[1-(2-hydroxyethyl)-2-imidazolin-2-yl]propane}